CN(CCNCCN)C dimethyl-diethylene-triamine